C(#C)C=1SC=C(N1)NC(N)=O 3-(2-ethynyl-thiazol-4-yl)-urea